N[C@H]1[C@H](CN(C1)C)NC(OCC(Cl)(Cl)Cl)=O 2,2,2-trichloroethyl ((3S,4R)-4-amino-1-methylpyrrolidin-3-yl)carbamate